N-(2-fluoro-4-methoxy-5-nitrophenyl)-4-methylbenzamide FC1=C(C=C(C(=C1)OC)[N+](=O)[O-])NC(C1=CC=C(C=C1)C)=O